7-ethyl-2-methyl-8-(naphthalen-1-ylmethyl)-6-oxo-9-(3-(trifluoromethyl)phenyl)-3,4-dihydro-2H,6H-pyrido[1,2-e][1,2,5]thiadiazine-4-carboxylic acid 1,1-dioxide C(C)C1=C(C(=C2N(C(CN(S2(=O)=O)C)C(=O)O)C1=O)C1=CC(=CC=C1)C(F)(F)F)CC1=CC=CC2=CC=CC=C12